F[C@@H]1CN(CC1)C(=O)[C@@H]1CC[C@H](C=2N1C(N(N2)CC=2C=NC(=CC2)C(F)(F)F)=O)O |&1:11| (5S,8RS)-5-{[(3S)-3-Fluoropyrrolidin-1-yl]carbonyl}-8-hydroxy-2-{[6-(trifluoromethyl)pyridin-3-yl]methyl}-5,6,7,8-tetrahydro[1,2,4]triazolo[4,3-a]pyridin-3(2H)-on